(4S,5R)-5-[3,5-bis(trifluoromethyl)phenyl]-4-methyl-N-[(3-methylpyridin-2-yl)methyl]-2-oxo-1,3-oxazolidine-3-carboxamide FC(C=1C=C(C=C(C1)C(F)(F)F)[C@@H]1[C@@H](N(C(O1)=O)C(=O)NCC1=NC=CC=C1C)C)(F)F